O[Cu](O)(O)(O)(O)(O)(O)O octahydroxycopper